1-[1-(2,6-dioxo-3-piperidyl)-3-methyl-2-oxo-benzimidazol-5-yl]piperidine-4-carboxylic acid formate C(=O)O.O=C1NC(CCC1N1C(N(C2=C1C=CC(=C2)N2CCC(CC2)C(=O)O)C)=O)=O